tert-butyl N-[(3R)-5-[(4-chlorophenyl)methyl]-7-[5-(5,5-difluoro-1-methyl-3-piperidyl)-1,2,4-oxadiazol-3-yl]-8-fluoro-1,1,4-trioxo-2,3-dihydro-1λ6,5-benzothiazepin-3-yl]carbamate ClC1=CC=C(C=C1)CN1C([C@H](CS(C2=C1C=C(C(=C2)F)C2=NOC(=N2)C2CN(CC(C2)(F)F)C)(=O)=O)NC(OC(C)(C)C)=O)=O